ClC=1C=C(OC2CCC(CC2)NC(=O)C=2N=NC(=CC2)N2CC3N(C(C2)C3)CC=3C=C2CN(C(C2=C(C3)F)=O)C3C(NC(CC3)=O)=O)C=CC1C#N N-((1r,4r)-4-(3-chloro-4-cyanophenoxy)cyclohexyl)-6-(6-((2-(2,6-dioxopiperidin-3-yl)-7-fluoro-1-oxoisoindolin-5-yl)methyl)-3,6-diazabicyclo[3.1.1]heptan-3-yl)pyridazine-3-carboxamide